FC1=C(C=C(OC2C(C2)(O)C)C=C1)B1OC(C(O1)(C)C)(C)C 1-[4-fluoro-3-(4,4,5,5-tetramethyl-1,3,2-dioxaborolan-2-yl)phenoxy]-2-methyl-cyclopropan-2-ol